CC(C)OC1=CC=C(C=C1)S(=O)(=O)C2=CC=C(C=C2)O 4-hydroxy-4'-isopropoxydiphenylsulfone